N-[2-(1-cyclopropylpyrazol-4-yl)-2-oxo-ethyl]-4-methyl-benzenesulfonamide C1(CC1)N1N=CC(=C1)C(CNS(=O)(=O)C1=CC=C(C=C1)C)=O